Tert-Butyl 4-[(N-{1-[(cyclopropylmethyl)carbamoyl]-1-hydroxypropan-2-yl}formamido)-methyl]piperidine-1-carboxylate C1(CC1)CNC(=O)C(C(C)N(C=O)CC1CCN(CC1)C(=O)OC(C)(C)C)O